4-Butyl-N-(2,3-dimethoxybenzyl)-3-(4-fluorophenyl)-5-methyl-1-phenyl-4,5-dihydro-1H-pyrazol-5-carboxamid C(CCC)C1C(=NN(C1(C(=O)NCC1=C(C(=CC=C1)OC)OC)C)C1=CC=CC=C1)C1=CC=C(C=C1)F